1-(6-chloro-3-pyridinyl)-1-propanone ClC1=CC=C(C=N1)C(CC)=O